(1S,2R,3R,5R)-8-[7-(4-chloro-2-methyl-2H-indazol-5-yl)-5H-pyrrolo[2,3-b]pyrazin-3-yl]-2-fluoro-8-azabicyclo[3.2.1]octan-3-amine ClC=1C2=CN(N=C2C=CC1C1=CNC2=NC(=CN=C21)N2[C@@H]1[C@@H]([C@@H](C[C@H]2CC1)N)F)C